N-(1-(2,4-difluorophenyl)-2,2,2-trifluoroethyl)-2-methylpropane-2-sulfinamide FC1=C(C=CC(=C1)F)C(C(F)(F)F)NS(=O)C(C)(C)C